CC1=C(NC=C1C)C=O 3,4-DIMETHYL-1H-PYRROLE-2-CARBOXALDEHYDE